ClC1=CC=C2C(=NC=3N(C2=C1)C=NN3)N(C)C3=C(C(=O)NC1=CC=CC=C1)C=CC=C3 ((8-chloro-[1,2,4]triazolo[4,3-a]quinazolin-5-yl)(methyl)amino)-N-phenylbenzamide